C1(CCCCC1)C(=NSC(C)(C)C)C1=CC=CC=C1 N-(cyclohexylphenylmethylene)-2-methyl-2-propanesulfenamide